tert-butyl (1R,3r,5S)-3-((6-iodopyridazin-3-yl)(methyl)amino)-8-azabicyclo[3.2.1]octane-8-carboxylate IC1=CC=C(N=N1)N(C1C[C@H]2CC[C@@H](C1)N2C(=O)OC(C)(C)C)C